CC1(CCC=2C1=NN(C2)C=2C=C1C(=CC=NC1=CC2)C(=O)O)C 6-(6,6-Dimethyl-5,6-dihydrocyclopenta[c]pyrazol-2(4H)-yl)quinoline-4-carboxylic acid